FC1=CC(=C(C=C1)C1=NC=CC2=C1CN(C2=O)C2=NC=C(C=C2)[C@]2(COCC2)O)OCC(F)(F)F |r| rac-4-[4-fluoro-2-(2,2,2-trifluoroethoxy)phenyl]-2-[5-(3-hydroxyoxolan-3-yl)pyridin-2-yl]-2,3-dihydro-1H-pyrrolo[3,4-c]pyridin-1-one